4-((4-(2-(tert-Butyl)oxazol-4-yl)pyridin-2-yl)((4-(4-methoxy-3-methylphenyl)bicyclo[2.2.2]octan-1-yl)methyl)carbamoyl)cyclohexyl-4-hydroxypiperidine C(C)(C)(C)C=1OC=C(N1)C1=CC(=NC=C1)N(C(=O)C1CCC(CC1)N1CCC(CC1)O)CC12CCC(CC1)(CC2)C2=CC(=C(C=C2)OC)C